The molecule is the D-enantiomer of 4-hydroxyphenylglycine. A non-proteinogenic amino acid found in Herpetosiphon aurantiacus. It is an enantiomer of a L-4-hydroxyphenylglycine. It is a tautomer of a D-4-hydroxyphenylglycine zwitterion. C1=CC(=CC=C1[C@H](C(=O)O)N)O